(S)-tert-butyl 3-formylpiperidine-1-carboxylate C(=O)[C@@H]1CN(CCC1)C(=O)OC(C)(C)C